ClC1=NN=C(C2=CC=CC=C12)N[C@@H](C)C1=NC=CC=C1 (S)-4-chloro-N-(1-(pyridin-2-yl)ethyl)Phthalazin-1-amine